C(C1=CC=CC=C1)C(C1=CC(=CC=C1)Br)N(C(O)=O)C.C(C)(C)N1N=C(C=C1[C@@H]1CC(CC1)=O)C1=NC(=CC=C1)C(F)(F)F (3S)-3-[2-isopropyl-5-[6-(trifluoromethyl)-2-pyridinyl]pyrazol-3-yl]cyclopentanone benzyl-3-bromobenzyl(methyl)carbamate